1-(((1R,2R)-2-((tert-butyldimethylsilyl)oxy)cyclobutyl)amino)-4-(2-Fluorophenyl)-6-(trifluoromethyl)-3H-pyrido[1,2-c]pyrimidin-3-one [Si](C)(C)(C(C)(C)C)O[C@H]1[C@@H](CC1)NC1=NC(C(=C2N1C=CC(=C2)C(F)(F)F)C2=C(C=CC=C2)F)=O